2-cyano-N-(4-(2-((1-methyl-1H-pyrazol-4-yl)amino)pyrimidin-4-yl)pyridin-2-yl)acetamide C(#N)CC(=O)NC1=NC=CC(=C1)C1=NC(=NC=C1)NC=1C=NN(C1)C